NC=1C(=C(C=C2C=C(N=CC12)NC1=NN2CC(N(CCC2=C1)C(C)C)=O)C1CC1)F 2-((8-amino-6-cyclopropyl-7-fluoroisoquinolin-3-yl)amino)-6-isopropyl-5,6-dihydro-4H-pyrazolo[1,5-d][1,4]diazepin-7(8H)-one